FC(C)(F)C1=C(C=C(C=C1F)F)C1=CC=CC=C1 (1,1-difluoroethyl)-3,5-difluoro-[1,1'-biphenyl]